1-(3-(4-methoxyphenyl)-1,2,4-oxadiazol-5-yl)-N-((1-(((R)-1-methylpiperidin-3-yl)methyl)pyrrolidin-3-yl)methyl)piperidine-4-carboxamide COC1=CC=C(C=C1)C1=NOC(=N1)N1CCC(CC1)C(=O)NCC1CN(CC1)C[C@H]1CN(CCC1)C